N[C@@H](C)C=1C=C(C=CC1)C=1C=CC2=C(C(=C(O2)C)COC2=C(C=CC(=C2)OC)CC(=O)O)C1 (S)-2-(2-((5-(3-(1-aminoethyl)phenyl)-2-methylbenzofuran-3-yl)methoxy)-4-methoxyphenyl)acetic acid